ClC1=C(CNC(=O)C2C=3C=CC=NC3C(CC2)(CNC)O)C(=CC(=C1)Cl)C N-(2,4-dichloro-6-meth-ylbenzyl)-8-hydroxy-8-((methylamino)meth-yl)-5,6,7,8-tetrahydro-quinoline-5-carboxamide